6-(1-(2,6-dichlorobenzoyl)pyrrolidin-2-yl)-9-hydroxy-2-(2-phenoxyethyl)-3,4-dihydro-2H-pyrazino[1,2-c]pyrimidine-1,8-dione ClC1=C(C(=O)N2C(CCC2)C2=NC(C(=C3N2CCN(C3=O)CCOC3=CC=CC=C3)O)=O)C(=CC=C1)Cl